N=S(=O)(C)CC1CCN(CC1)C1=NC=NC2=C(C=CC=C12)OC imino({[1-(8-methoxyquinazolin-4-yl)piperidin-4-yl]methyl})methyl-λ6-sulfanone